C(C)(C)[In](C(C)C)C(C)C tri-isopropylindium